4-((4-methoxybenzyl)amino)pyrrolo[1,2-a]quinoxaline-8-Carboxylic acid COC1=CC=C(CNC=2C=3N(C4=CC(=CC=C4N2)C(=O)O)C=CC3)C=C1